2-((4-(3-cyclopropyl-2-methyl-2H-indazol-5-yl)-5-fluoropyridin-2-yl)amino)pyridine C1(CC1)C=1N(N=C2C=CC(=CC12)C1=CC(=NC=C1F)NC1=NC=CC=C1)C